N,N'-bis(naphthalen-1-yl)-N,N'-diphenyl-4,4'-benzidine C1(=CC=CC2=CC=CC=C12)N(C1=CC=C(C=C1)C1=CC=C(N(C2=CC=CC=C2)C2=CC=CC3=CC=CC=C23)C=C1)C1=CC=CC=C1